C(C)(C)C1=C(C(=CC=C1)C(C)C)N1C(N2C(C=CC=C2N(C)C)=C1)=[Cu-2]Cl 2-(2,6-diisopropylphenyl)-5-(dimethylamino)imidazo[1,5-a]pyridin-3-ylidenecopper(I) chloride